1-(5-methoxypyridine-3-carbonyl)-4-[phenyl(pyridin-3-yl)methyl]piperazine COC=1C=C(C=NC1)C(=O)N1CCN(CC1)C(C=1C=NC=CC1)C1=CC=CC=C1